OCCCNC1=C2C(N(C(=NC2=CC=C1)C)C1C(NC(CC1)=O)=O)=O 3-(5-((3-hydroxypropyl)amino)-2-methyl-4-oxoquinazoline-3(4H)-yl)piperidine-2,6-dione